4-cyano-4-[butylsulfonyl-thiocarbonylsulfonyl]pentanoic acid C(#N)C(CCC(=O)O)(C)S(=O)(=O)C(=S)S(=O)(=O)CCCC